N-(1-Methylpiperidin-4-yl)-5-(thieno[3,2-c]pyridin-2-yl)-7H-pyrrolo[2,3-d]pyrimidin-2-amine CN1CCC(CC1)NC=1N=CC2=C(N1)NC=C2C2=CC=1C=NC=CC1S2